6-{5-(ethylsulfanyl)-1-methyl-4-[7-methyl-3-(pentafluoroethyl)-7H-imidazo[4,5-c]pyridazin-6-yl]-1H-imidazole-2-yl}nicotinonitrile C(C)SC1=C(N=C(N1C)C1=NC=C(C#N)C=C1)C1=NC2=C(N=NC(=C2)C(C(F)(F)F)(F)F)N1C